3-((4H-1,2,4-triazol-4-yl)methyl)-5-methyl-7-((6-methylpyridin-2-yl)methyl)-3,5-dihydro-4H-pyridazino[4,5-b]indol-4-one N=1N=CN(C1)CN1N=CC2=C(N(C=3C=C(C=CC23)CC2=NC(=CC=C2)C)C)C1=O